tert-butyl (2-{3-bromo-5-[methoxy(methyl)carbamoyl]-1H-pyrazol-1-yl}ethyl)carbamate BrC1=NN(C(=C1)C(N(C)OC)=O)CCNC(OC(C)(C)C)=O